1-octadeca-3,13-dienoic acid ethyl ester C(C)OC(CC=CCCCCCCCCC=CCCCC)=O